5-(2-pyridyl)-[1,1'-biphenyl]-2-ol N1=C(C=CC=C1)C1=CC=C(C(=C1)C1=CC=CC=C1)O